COC(N[C@H](C(=O)NC=1C(N(C=CC1)CC1=NC2=C(N1)C=C(C=C2CC(C)(C)C)F)=O)CC\C=C\C(=O)N(C)C)=O (S,E)-Methyl-(7-(dimethylamino)-1-((1-((6-fluoro-4-neopentyl-1H-benzo[d]imidazol-2-yl)methyl)-2-oxo-1,2-dihydropyridin-3-yl)amino)-1,7-dioxohept-5-en-2-yl)carbamat